methyl 4-(4-(dimethoxymethyl)piperidin-1-yl)-2-(hydroxymethyl)benzoate COC(C1CCN(CC1)C1=CC(=C(C(=O)OC)C=C1)CO)OC